ClC1=C(C#N)C=C(C=C1)C1(CC2C(N(OC2(C)C)C)C(C1)C)C 2-chloro-5-(1,3,3,5,7-pentamethyloctahydrobenzo[c]isoxazol-5-yl)benzonitrile